C(=O)O.C[C@@H]1N(C2=CC=CC=C2[C@@H]([C@H]1C)NC1=CC(=CC=C1)N1CCNCC1)C(C)=O |r| rac-1-((2S,3R,4R)-2,3-dimethyl-4-((3-(piperazin-1-yl)phenyl)amino)-3,4-dihydroquinolin-1(2H)-yl)ethanone, formic acid salt